2-(5-bromo-1H-indazol-1-yl)ethan-1-ol BrC=1C=C2C=NN(C2=CC1)CCO